(S)-1-(furan-2-yl)ethylamine O1C(=CC=C1)[C@H](C)N